C(C1=CC=CC=C1)O[C@@H]1[C@H](N(C[C@@H]([C@H]1OCC1=CC=CC=C1)OCC1=CC=CC=C1)CCC1=C(C(=CC=C1F)Cl)F)C (2R,3R,4R,5S)-3,4,5-tris(benzyloxy)-1-(3-chloro-2,6-difluorophenethyl)-2-methylpiperidine